Cl.NC[C@H](CC1=C(C=2N=C(N=C(C2S1)NCC=1OC=CC1)Cl)C)C 6-[(2S)-3-amino-2-methylpropyl]-2-chloro-N-[(furan-2-yl)methyl]-7-methylthieno[3,2-d]pyrimidin-4-amine hydrochloride